ClC1=NC(=NC(=C1)C1=C(C=CC=C1)C(C)C)NS(=O)(=O)C=1C=NN(C1)C N-[4-chloro-6-(2-isopropylphenyl)pyrimidin-2-yl]-1-methyl-pyrazole-4-sulfonamide